2-(2,5-dimethyl-1H-pyrrol-1-yl)-1-methyl-4-((5,6,7,8-tetrahydroquinolin-3-yl)amino)-1H-benzo[d]imidazole-7-carbonitrile CC=1N(C(=CC1)C)C1=NC2=C(N1C)C(=CC=C2NC=2C=NC=1CCCCC1C2)C#N